FC1=C(C=CC(=C1)F)N1CCN(CC1)C=1SC2=C(N1)C=CC(=C2)C(=O)O 2-(4-(2,4-difluorophenyl)piperazin-1-yl)benzo[d]thiazole-6-carboxylic acid